CSC1=NN=C(S1)NC(=O)C1=NN=C2N1CCN(C2)C(=O)OC(C)(C)C tert-butyl 3-{[5-(methylsulfanyl)-1,3,4-thiadiazol-2-yl] carbamoyl}-5H,6H,8H-[1,2,4]triazolo[4,3-a]pyrazine-7-carboxylate